5-(4-iodo-2-thienyl)-N,N-bis[(4-methoxyphenyl)methyl]-5-(trifluoromethyl)-4H-isoxazol-3-amine IC=1C=C(SC1)C1(CC(=NO1)N(CC1=CC=C(C=C1)OC)CC1=CC=C(C=C1)OC)C(F)(F)F